C(C)(C)(C)OC(=O)N1C[C@@H](CCC1)N(C)C=1N=NC(=C2C1C=NC=C2)C2=C(C=C(C=C2)C(F)(F)F)OCOC (R)-3-((1-(2-(methoxymethoxy)-4-(trifluoromethyl)phenyl)pyrido[3,4-d]pyridazin-4-yl)(methyl)amino)piperidine-1-carboxylic acid tert-butyl ester